S(=O)(=O)(O)N[C@H]1C(O)O[C@@H]([C@H]([C@@H]1O)O)CO 2-Deoxy-2-sulfoamino-D-glucopyranose